tert-Butyl 4-(4-benzyloxyphenoxy)piperidine-1-carboxylate C(C1=CC=CC=C1)OC1=CC=C(OC2CCN(CC2)C(=O)OC(C)(C)C)C=C1